C(C=C)(=O)N1[C@H](CN(CC1)C1=NC(=NC=2C[C@@]3(CCC12)C=C(C1=CC=CC=C13)C(F)(F)F)OC[C@H]1N(CCC1)C)CC#N 2-((S)-1-propenoyl-4-((S)-2'-(((S)-1-methylpyrrolidin-2-yl)methoxy)-3-(trifluoromethyl)-5',8'-dihydro-6'H-spiro[inden-1,7'-quinazolin]-4'-yl)piperazin-2-yl)acetonitrile